C1(CC1)C=1C(=NON1)C(=O)N[C@@H](C1CCC(CC1)(F)F)C=1N=C2N(N=CC(=C2)[C@@H](C)N2C(NCC(C2)(F)F)=O)C1 4-Cyclopropyl-N-((S)-(7-((R)-1-(5,5-difluoro-2-oxotetrahydropyrimidin-1(2H)-yl)ethyl)imidazo[1,2-b]pyridazin-2-yl)(4,4-difluorocyclohexyl)methyl)-1,2,5-oxadiazole-3-carboxamide